(2S)-2-(2-chloro-3-methoxy-phenyl)pyrrolidine hydrochloride Cl.ClC1=C(C=CC=C1OC)[C@H]1NCCC1